C(C)(C)(C)OC(=O)N[C@H](C(=O)OC)CN1C(CCC1)=O methyl (S)-2-((tert-butoxycarbonyl)amino)-3-(2-oxopyrrolidin-1-yl)propanoate